[Mn].[Al].[Ni].[La] lanthanum-nickel-aluminum-manganese